2-(3,4-difluorophenyl)-5-fluoroisonicotinic acid methyl ester COC(C1=CC(=NC=C1F)C1=CC(=C(C=C1)F)F)=O